C(C)(C)(C)OC(=O)N1CC2(C1)CC(C2)N2C(C1=C(C(=C2)Br)C(OC1)=O)=O.C(NC(C=C)=O)NC(C=C)=O N,N'-methylenediacrylamide tert-butyl-6-(7-bromo-1,4-dioxo-1,4-dihydrofuro[3,4-c]pyridin-5(3H)-yl)-2-azaspiro[3.3]heptane-2-carboxylate